5-cyclopropylbenzamide C1(CC1)C=1C=CC=C(C(=O)N)C1